CC(CNC1CCSCC1)C N-(2-methylpropyl)tetrahydrothiopyran-4-amine